C(CCCCCCCC)N=C=O n-Nonylisocyanat